(2S,4R)-1-((S)-2-(2-Aminoacetamido)-3,3-dimethylbutanoyl)-4-hydroxy-N-(4-(4-methylthiazol-5-yl)benzyl)pyrrolidine-2-carboxamide NCC(=O)N[C@H](C(=O)N1[C@@H](C[C@H](C1)O)C(=O)NCC1=CC=C(C=C1)C1=C(N=CS1)C)C(C)(C)C